C(CCCC)CC(=O)O.C(C)(=O)OCCCCC pentyl acetate (amyl acetate)